C1(CCC1)OC1=CC=2N(C=C1C(=O)O)C=C(N2)C21COC(CC2)(C1)C 7-(cyclobutoxy)-2-(1-methyl-2-oxabicyclo[2.2.1]heptan-4-yl)imidazo[1,2-a]pyridine-6-carboxylic acid